C(C)(=O)N[C@H](C(=O)N[C@H](C(=O)NC1=CC=C(C=C1)[C@H](CNC(OC(C)(C)C)=O)O)C)C(C)C tert-butyl ((R)-2-(4-((S)-2-((S)-2-acetamido-3-methylbutanamido)propanamido) phenyl)-2-hydroxyethyl)carbamate